C(#N)[C@@]1(CC12CC2)C=2C=C1C=C(N=CC1=CC2)NC(=O)[C@H]2CN(CC2)CC(F)(F)F (R)-N-(6-((R)-1-cyanospiro[2.2]pentan-1-yl)isoquinolin-3-yl)-1-(2,2,2-trifluoroethyl)pyrrolidine-3-carboxamide